pyridinium 4-dodecylbenzenesulfonate C(CCCCCCCCCCC)C1=CC=C(C=C1)S(=O)(=O)[O-].[NH+]1=CC=CC=C1